4-(cycloheptylamino)-2-(methylthio)pyrimidine-5-carbaldehyde C1(CCCCCC1)NC1=NC(=NC=C1C=O)SC